ClCCC=1C(=NOC1C)C 4-(2-chloro-ethyl)-3,5-dimethyl-isoxazole